ClC=1C=C(C(=C(CNC([C@H](C)NC(OC(C)(C)C)=O)=O)C1)O)C tert-Butyl (S)-(1-((5-chloro-2-hydroxy-3-methylbenzyl)amino)-1-oxopropan-2-yl)carbamate